(1r,3r)-3-(5-(difluoromethyl)-1H-pyrazol-1-yl)cyclobutan-1-ol FC(C1=CC=NN1C1CC(C1)O)F